6-((Difluoromethoxy)methyl)-8-methyl-2-(methylthio)pyrido[2,3-d]pyrimidin-7(8H)-one FC(OCC1=CC2=C(N=C(N=C2)SC)N(C1=O)C)F